C(CC=C)[C@@H](N)C(=O)O (R)-2-(3-butenyl)glycine